[Si](C1=CC=CC=C1)(C1=CC=CC=C1)(C(C)(C)C)O[C@@H]1[C@@H](COC1)N1CCN(CC1)C(=O)OC(C)(C)C tert-butyl 4-((3R,4R)-4-((tert-butyldiphenylsilyl)oxy)tetrahydrofuran-3-yl)piperazine-1-carboxylate